(4-((4-hydroxy-3H-imidazo[4,5-c]pyridin-3-yl)methyl)phenyl)boronic acid OC1=NC=CC2=C1N(C=N2)CC2=CC=C(C=C2)B(O)O